C(C)OC(CCCCCNC(=O)N)OCC N-(3-diethoxypropylpropyl)urea